2-(tert-butyl)-4-(3,3-difluorocyclobutoxy)-N-(4-(methylsulfonyl)but-3-en-2-yl)pyrimidine-5-carboxamide C(C)(C)(C)C1=NC=C(C(=N1)OC1CC(C1)(F)F)C(=O)NC(C)C=CS(=O)(=O)C